((4aR,8aS)-1-(4-Fluorophenyl)-6-((3-(trifluoromethyl)phenyl)sulfonyl)-4,4a,5,6,7,8,8a,9-octahydro-1H-pyrazolo[3,4-g]isochinolin-4a-yl)(pyridin-2-yl)methanon FC1=CC=C(C=C1)N1N=CC2=C1C[C@@H]1CCN(C[C@]1(C2)C(=O)C2=NC=CC=C2)S(=O)(=O)C2=CC(=CC=C2)C(F)(F)F